FC=1C=NN=NC1 mono-fluorotriazine